4-hydroxybutyryl-coenzyme a OCCCC(=O)SCCNC(CCNC([C@@H](C(COP(OP(OC[C@@H]1[C@H]([C@H]([C@@H](O1)N1C=NC=2C(N)=NC=NC12)O)OP(=O)(O)O)(=O)O)(=O)O)(C)C)O)=O)=O